C(C)(=O)N1[C@H]([C@@H]([C@H](C2=CC(=CC=C12)C(=O)OCC)NC(=O)OCC1=CC=CC=C1)C)C (2S,3R,4R)-ethyl 1-acetyl-4-(((benzyloxy)carbonyl)amino)-2,3-dimethyl-1,2,3,4-tetrahydroquinoline-6-carboxylate